ClC=1C=C(C=CC1)N[C@H](CC(C)C)C(=O)N1[C@@H]2CC([C@H]([C@H]1C(=O)N[C@@H](C[C@@H]1C(NCC1)=O)C#N)CC2)(F)F (1S,3S,4S)-2-((3-chlorophenyl)-D-leucyl)-N-((S)-1-cyano-2-((R)-2-oxopyrrolidin-3-yl)ethyl)-5,5-difluoro-2-azabicyclo[2.2.2]octane-3-carboxamide